3-[4-(4-piperidinyl)anilino]-5-pyrrolidin-1-yl-pyrazine-2-carboxamide hydrochloride Cl.N1CCC(CC1)C1=CC=C(NC=2C(=NC=C(N2)N2CCCC2)C(=O)N)C=C1